5-(methoxymethyl)-1,3-dimethyl-pyrazole-4-carbaldehyde COCC1=C(C(=NN1C)C)C=O